C(#N)C1=CC=C(OCC2N(CC2C(=O)O)S(=O)(=O)C2=C(C=C(C=C2)Cl)Cl)C=C1 ((4-cyanophenoxy)methyl)-1-((2,4-dichlorophenyl)sulfonyl)azetidine-3-carboxylic acid